FC1=CC=C(C=C1)N1C[C@@H]2CN([C@H]([C@@H]2C1)C)C1=CC(N(C2=CC=C(N=C12)Cl)C)=O 4-[(3aS,4S,6aR)-2-(4-fluorophenyl)-4-methyl-1,3,3a,4,6,6a-hexahydropyrrolo[3,4-c]pyrrol-5-yl]-6-chloro-1-methyl-1,5-naphthyridin-2-one